tert-butyl 2-(2-(2-isopropylphenyl)-4-((tetrahydro-2H-pyran-4-yl) methyl) piperazin-1-yl)-7-azaspiro[3.5]nonane-7-carboxylate C(C)(C)C1=C(C=CC=C1)C1N(CCN(C1)CC1CCOCC1)C1CC2(C1)CCN(CC2)C(=O)OC(C)(C)C